benzyl (2R)-5-(tert-butoxycarbonylamino)-2-(1,3-dioxoisoindolin-2-yl)-3,3-dimethyl-pentanoate C(C)(C)(C)OC(=O)NCCC([C@H](C(=O)OCC1=CC=CC=C1)N1C(C2=CC=CC=C2C1=O)=O)(C)C